1,1'-Methylenebis(naphthalen-2-amine) C(C1=C(C=CC2=CC=CC=C12)N)C1=C(C=CC2=CC=CC=C12)N